C(CCCCCCCCCCCCCCCCC)OC1=CC=C(C(=O)C2=CC=CC=C2)C=C1 4-octadecyloxybenzophenone